C(C)(C)(C)OC(=O)C=1C=CC2=C(N(C(=N2)CC2=C(C=C(C=C2)Br)F)CC2OCC2)C1 2-(4-bromo-2-fluorobenzyl)-1-(oxetan-2-ylmethyl)-1H-benzo[d]Imidazole-6-carboxylic acid tert-butyl ester